[Cu].[Cd].[Ca].[Na] sodium-calcium-cadmium-copper